CN(C(=O)N1CCN(CC1)C1=CC(=CC=2N1N=CC2C=2C=NC(=CC2)C)S(NC2(CC2)C)(=O)=O)C N,N-dimethyl-4-(5-(N-(1-methylcyclopropyl)sulfamoyl)-3-(6-methylpyridin-3-yl)pyrazolo[1,5-a]pyridin-7-yl)piperazine-1-carboxamide